CN(C(=O)C=1C2=CC=CC=3C=4C=CC(=C5C=CC=C(C(=CC1)C23)C54)C(N(C)C)=O)C 4,10-bis(dimethylcarbamoyl)perylene